BrC=1C=C2CCC(C2=C(C1)F)OC1=CC=C2C=NN(C2=C1)C=1C=NN(C1)C 6-((5-Bromo-7-fluoro-2,3-dihydro-1H-inden-1-yl)oxy)-1-(1-methyl-1H-pyrazol-4-yl)-1H-indazole